5-(3-(4-(((5-Cyclobutoxy-1H-indol-2-yl)methyl)amino)butoxy)azetidin-1-yl)benzo[c][2,6]naphthyridine-8-carboxylic acid C1(CCC1)OC=1C=C2C=C(NC2=CC1)CNCCCCOC1CN(C1)C1=NC2=C(C3=CN=CC=C13)C=CC(=C2)C(=O)O